3,6-bis(dimethylamino)-9-[2-[[2-[(2-methyl-1-oxo-2-propen-1-yl)oxy]ethoxy]carbonyl]phenyl]xanthylium chloride [Cl-].CN(C=1C=CC2=C(C3=CC=C(C=C3[O+]=C2C1)N(C)C)C1=C(C=CC=C1)C(=O)OCCOC(C(=C)C)=O)C